N1(CCCC2=CC=CC=C12)C1CCC=2C(=NC(=NC2C1)N1CC(CC1)N(C)C)N1CC(N(CC1)C(C=CCN1CCCC1)=O)CC#N 2-(4-(7-(3,4-dihydroquinolin-1(2H)-yl)-2-(3-(dimethylamino)pyrrolidin-1-yl)-5,6,7,8-tetrahydroquinazolin-4-yl)-1-(4-(pyrrolidin-1-yl)but-2-enoyl)piperazin-2-yl)acetonitrile